1-benzyl-3-phenyl-1-(1-phenylethyl)urea C(C1=CC=CC=C1)N(C(=O)NC1=CC=CC=C1)C(C)C1=CC=CC=C1